8-(3-Methyl-2-oxo-1,3-benzoxazol-6-yl)-7-oxo-N-(4-phenylbutyl)-2-oxa-5,8-diazaspiro[3.5]nonane-5-carboxamide Benzyl-7-oxo-2-oxa-5,8-diazaspiro[3.5]nonane-5-carboxylate C(C1=CC=CC=C1)OC(=O)N1C2(COC2)CNC(C1)=O.CN1C(OC2=C1C=CC(=C2)N2C(CN(C1(COC1)C2)C(=O)NCCCCC2=CC=CC=C2)=O)=O